NC1=[N+](C=2C=CC=CC2C2=C1N=C(N2CCCCNS(=O)(=O)C)CC)[O-] 4-amino-2-ethyl-1-(4-(methylsulfonamido)butyl)-1H-imidazo[4,5-c]quinoline 5-oxide